7-(7,8-difluoro-3-hydroxynaphthalen-1-yl)-2-(((S)-1-methylpyrrolidin-2-yl)methoxy-d2)-6-(trifluoromethyl)pyrido[3,4-d]Pyrimidin-8(7H)-one FC1=CC=C2C=C(C=C(C2=C1F)N1C(C=2N=C(N=CC2C=C1C(F)(F)F)OC([2H])([2H])[C@H]1N(CCC1)C)=O)O